[Na+].OCCN1CCN(CC1)CCS(=O)(=O)[O-].OCCN1CCN(CC1)CCS(=O)(=O)[O-] 4-(2-hydroxyethyl)-1-piperazineethanesulfonic acid-hemi-sodium salt